(S)-2-amino-5-(2-(1-cyclopropylethyl)-7-(methylsulfonamido)-1-oxoisoindolin-5-yl)-N-(pyridin-3-yl)pyrazolo[1,5-a]pyrimidine-3-carboxamide NC1=NN2C(N=C(C=C2)C=2C=C3CN(C(C3=C(C2)NS(=O)(=O)C)=O)[C@@H](C)C2CC2)=C1C(=O)NC=1C=NC=CC1